Methanesulfonic acid 3-((2,6-dichloro-2'-(trifluoromethoxy)-[1,1'-biphenyl]-4-yl) amino)-2-(4-(methylsulfonyl) phenyl)-3-oxopropyl ester ClC1=C(C(=CC(=C1)NC(C(COS(=O)(=O)C)C1=CC=C(C=C1)S(=O)(=O)C)=O)Cl)C1=C(C=CC=C1)OC(F)(F)F